OCC1(CC1)NS(=O)(=O)C1=CC(=CC=C1)C(=O)N1CC2(C3=CC(=CC=C13)NS(=O)(=O)C)CCCCC2 N-(1-(hydroxymethyl)cyclopropyl)-3-(5'-(methylsulfonamido)spiro[cyclohexane-1,3'-indoline]-1'-carbonyl)benzenesulfonamide